(R,Z)-1-(4-(5-((1-(3-(difluoromethyl)-2-fluorophenyl)ethyl)imino)-5,7,8,9-tetrahydropyrido[4,3-e]pyrrolo[1,2-a]pyrimidin-3-yl)-4-hydroxypiperidin-1-yl)ethan-1-one FC(C=1C(=C(C=CC1)[C@@H](C)\N=C\1/N=C2N(C3=C1C=C(N=C3)C3(CCN(CC3)C(C)=O)O)CCC2)F)F